C1(=CC=CC=C1)C=1N=C(SC1C(=O)N)NC1=CC=CC=C1 4-phenyl-2-(anilino)thiazole-5-carboxamide